Diethyl [3-(9H-carbazol-9-yl)propyl]phosphonate C1=CC=CC=2C3=CC=CC=C3N(C12)CCCP(OCC)(OCC)=O